Natrium Lauroylglutamat C(CCCCCCCCCCC)(=O)N[C@@H](CCC(=O)[O-])C(=O)[O-].[Na+].[Na+]